C(C)C1=CN=C(S1)C=1C=C(C(=O)N[C@H](C)C=2C=NC(=NC2)C(F)(F)F)C=C(C1)OC[C@@H]1OCCC1 3-(5-Ethyl-1,3-thiazol-2-yl)-5-[(2R)-tetrahydro-furan-2-ylmethoxy]-N-{(1R)-1-[2-(trifluoromethyl)pyrimidin-5-yl]ethyl}benzamide